2-(4-(6-(benzenesulfonyl)-2-(trifluoromethyl)imidazo[4,5-d]pyrrolo[2,3-b]pyridine-1(6H)-yl)-1H-pyrazol-1-yl)acetonitrile C1(=CC=CC=C1)S(=O)(=O)N1C=CC=2C1=NC=C1C2N(C(=N1)C(F)(F)F)C=1C=NN(C1)CC#N